2,6-diethyl-1-methylcyclohexa-2,5-diene-1-carboxylic acid C(C)C=1C(C(=CCC1)CC)(C(=O)O)C